1-bromo-4-iodo-2,5-dimethylbenzene BrC1=C(C=C(C(=C1)C)I)C